FC([C@@]([C@@H](C(=O)NO)NC(C1=CC=C(C=C1)C#CC(F)F)=O)(C)O)F N-((2S,3S)-4,4-difluoro-3-hydroxy-1-(hydroxyamino)-3-methyl-1-oxobutan-2-yl)-4-(3,3-difluoroprop-1-yn-1-yl)benzamide